[Eu].S1C(=CC=C1)C(C(=O)C(F)(F)F)C=O.S1C(=CC=C1)C(C(=O)C(F)(F)F)C=O.S1C(=CC=C1)C(C(=O)C(F)(F)F)C=O tri(thiophenyl-formyl-trifluoroacetone) europium